FC=1C=C(C=CC1NC1=NN2C=NC(=C(C2=N1)OC(C)C)C=1C=NNC1)S(=O)(=O)C=1C=C(CC2CC(C2)C=2C=C3CN(C(C3=CC2)=O)C2C(NC(CC2)=O)=O)C=CC1 3-(5-(3-(3-((3-fluoro-4-((8-isopropoxy-7-(1H-pyrazol-4-yl)-[1,2,4]triazolo[1,5-c]pyrimidin-2-yl)amino)phenyl)sulfonyl)benzyl)cyclobutyl)-1-oxoisoindolin-2-yl)piperidine-2,6-dione